tert-butyl (1S,5R)-7-(trifluoromethylsulfonyloxy)-3-oxa-9-azabicyclo[3.3.1]non-6-ene-9-carboxylate FC(S(=O)(=O)OC1=C[C@@H]2COC[C@H](C1)N2C(=O)OC(C)(C)C)(F)F